hydroxypyridine 1-oxide OC1=[N+](C=CC=C1)[O-]